4-bromo-5-chloro-N-(oxacyclohex-4-yl)pyridin-2-amine BrC1=CC(=NC=C1Cl)NC1CCOCC1